C1(CC1)N1C=C(C=CC1=O)[C@@H]1OCC[C@@H](C1)C=1C=C(C=2N(N1)C(C(=C(N2)C)C)=O)C2CCC(CC2)(F)F |r| 7-[rac-(2R,4S)-2-(1-cyclopropyl-6-keto-3-pyridyl)tetrahydropyran-4-yl]-9-(4,4-difluorocyclohexyl)-2,3-dimethyl-pyrimido[1,2-b]pyridazin-4-one